1-(5-bromo-2-fluoro-3-pyridyl)-6-oxo-pyridine-3-carboxylic acid BrC=1C=C(C(=NC1)F)N1C=C(C=CC1=O)C(=O)O